C(C)(C)(C)C1=CC=C2C=CN(C2=C1)C(C(C)(C)C)=O 1-(6-(tert-butyl)-1H-indol-1-yl)-2,2-dimethylpropan-1-one